(S)-4-Methyl-6,7-dihydro-4H-pyrazolo[5,1-c][1,4]oxazin-3-amine C[C@@H]1OCCN2C1=C(C=N2)N